tert-butyl (2-methylpiperidin-4-yl)carbamate CC1NCCC(C1)NC(OC(C)(C)C)=O